C(C)(C)(C)C=1C=C(OCC(=O)OCCC)C=CC1 propyl 3-t-butylphenoxyacetate